FC(C1=C(C=CC(=C1OCC)OC)C=1C=C(C=NC1)C1B(OC=C1)O)F (5-(2-(Difluoromethyl)-3-ethoxy-4-methoxyphenyl)pyridin-3-yl)-1,2-oxaborole-2-ol